O=C(CC1=CC=C(C=C1)C1=C2C(=NC=C1)NC=C2)N2CCCCC2 4-(4-(2-oxo-2-(piperidin-1-yl)ethyl)phenyl)-1H-pyrrolo[2,3-b]pyridin